FC1=C(C=CC(=C1F)C)O 2,3-difluoro-4-methylphenol